C1(CC1)C1(CCC1)CN (1-cyclopropylcyclobutyl)methylamine